C1(=CC=CC=C1)[C@H](C)NC(=O)N(C[C@H]1NCCC1)C1=CC=C(C=C1)C1=CC=C(C=C1)CCC 1-[(1S)-1-Phenylethyl]-3-{4'-propyl-[1,1'-biphenyl]-4-yl}-3-{[(2S)-pyrrolidin-2-yl]methyl}urea